rac-(1S*,2S*)-2-(3-chlorophenyl)-N-(1-((6-cyclopropylimidazo[1,2-a]pyridin-2-yl)methyl)-1H-imidazo[4,5-c]pyridin-6-yl)cyclopropane-1-carboxamide ClC=1C=C(C=CC1)[C@@H]1[C@H](C1)C(=O)NC1=CC2=C(C=N1)N=CN2CC=2N=C1N(C=C(C=C1)C1CC1)C2 |r|